C(C)(C)(C)OC(CC=1C(=NC(=NC1)Cl)NC1CCCC1)=O (2-chloro-4-(cyclopentylamino)pyrimidin-5-yl)acetic acid tert-butyl ester